BrC1=C2N(N=C1C)CC[C@H]2N[S@](=O)C(C)(C)C (R)-N-((R)-3-bromo-2-methyl-5,6-dihydro-4H-pyrrolo[1,2-b]pyrazol-4-yl)-2-methylpropane-2-sulfinamide